BrC1=CC=C(C=N1)C(C)(C)O 2-(6-bromo-3-pyridyl)propan-2-ol